OCC=1C=C(C=CC1)NC(CC1=CC=2NC3=CC(=CC=C3C2C=C1)C)=O N-(3-(hydroxymethyl)phenyl)-2-(7-methyl-9H-carbazol-2-yl)acetamide